ClC=1C(=NC(=NC1)NC1CCN(CC1)C1=CC=C2C(=CN(C2=C1)C)C1C(NC(CC1)=O)=O)NC1=CC2=C(N(C(N2CCC(C)(C)O)=O)C)C=C1 3-[6-[4-[[5-Chloro-4-[[3-(3-hydroxy-3-methyl-butyl)-1-methyl-2-oxo-benzimidazol-5-yl]amino]pyrimidin-2-yl]amino]-1-piperidyl]-1-methyl-indol-3-yl]piperidine-2,6-dione